C(C)O/C=C/C=1C(=CC(=C(C1)C=1C=NOC1)C)C 4-[5-[(E)-2-ethoxyvinyl]-2,4-dimethyl-phenyl]isoxazole